COC=1C=C(CC(C)O)C=CC1OC 3,4-Dimethoxy-Benzyl-ethanol